C(C(C)C)OC(C(C(C(=O)OCC(C)C)(C)CC)CC1CCCCC1)=O diisobutyl-2-(cyclohexylmethyl)-3-ethyl-3-methylsuccinate